methyl 3-((tetrahydro-2H-pyran-4-yl)methoxy)isonicotinate O1CCC(CC1)COC1=C(C(=O)OC)C=CN=C1